CC=1CCCS(=O)(=O)OC1 4-methyl-4-pentene-1,5-sultone